N,N-dimethyl-fluorosulfonamide CN(S(=O)(=O)F)C